ClC1=C(C=CC=C1)[C@H]([C@@H](C)C=1N(C(C(=C(N1)C(=O)NC=1C=NOC1)O)=O)C)C1=NC=C(N=C1)C 2-((1S,2R)-1-(2-chlorophenyl)-1-(5-methylpyrazin-2-yl)propan-2-yl)-5-hydroxy-N-(isoxazol-4-yl)-1-methyl-6-oxo-1,6-dihydropyrimidine-4-carboxamide